methyl 3-((4-hydroxyphenyl)amino)propanoate OC1=CC=C(C=C1)NCCC(=O)OC